C1(CC1)C(C(C)(C)OC)N1CC2=CC=CC(=C2C1=O)NC(=O)C1=C2C(=NC=C1)CCC2 N-(2-(1-cyclopropyl-2-methoxy-2-methylpropyl)-3-oxoisoindolin-4-yl)-6,7-dihydro-5H-cyclopenta[b]pyridine-4-carboxamide